N-(6-oxo-1,4,5,6-tetrahydropyridazin-3-yl)-4-(3-((5-(trifluoromethyl)pyridin-2-yl)oxy)benzylidene)piperidine-1-carboxamide O=C1CCC(=NN1)NC(=O)N1CCC(CC1)=CC1=CC(=CC=C1)OC1=NC=C(C=C1)C(F)(F)F